O=C1NC=2C=CC=C3CC(CN1C23)CNC(OC(C)(C)C)=O tert-butyl ((2-oxo-2,4,5,6-tetrahydro-1H-imidazo[4,5,1-ij]quinolin-5-yl)methyl)carbamate